5-(1-Aminocyclopropyl)quinolin-7-yl trifluoromethanesulfonate FC(S(=O)(=O)OC1=CC(=C2C=CC=NC2=C1)C1(CC1)N)(F)F